1-benzyl-3-bromo-pyrazol-4-olAt C(C1=CC=CC=C1)N1N=C(C(=C1)[O-])Br